COC(C1=NC(=C(C=C1)N1CCNCC1)Cl)=O 6-chloro-5-(piperazin-1-yl)picolinic acid methyl ester